F[C@@H]1C[C@@]2(CCCN2C1)COC1=NC(=C2N(C=NC2=N1)C1CCOCC1)OC 2-{[(2R,7aS)-2-fluorotetrahydro-1H-pyrrolizin-7a(5H)-yl]methoxy}-6-methoxy-7-(oxan-4-yl)-7H-purine